(2S)-2-(((perfluorophenoxy)(phenoxy)phosphoryl)amino)propanoic acid 2-ethylbutyl ester C(C)C(COC([C@H](C)NP(=O)(OC1=CC=CC=C1)OC1=C(C(=C(C(=C1F)F)F)F)F)=O)CC